S(CC(CS)SCCS)CC(CS)SCCS 3,3'-thiobis[2-[(2-mercaptoethyl)thio]-1-propanethiol]